C(C1=CC=CC=C1)OC1=CC=C2CCC(C2=C1)=O 6-(benzyloxy)-2,3-dihydro-1H-inden-1-one